O[C@]1(C[C@@H]2CC[C@H]3[C@@H]4CCC[C@@H]([C@]4(CC[C@@H]3[C@H]2CC1)C)C(=O)NC1=CC=CC=C1)COC (1S,4aS,4bR,6aS,8R,10aS,10bR,12aS)-8-hydroxy-8-(methoxymethyl)-12a-methyl-N-phenyloctadecahydrochrysene-1-carboxamide